ClC1=CC=2NC(=CC2S1)C(=O)N(C)[C@H]1COC(C=2NC(C=3C=C(C(=CC3C21)F)F)=O)O 2-chloro-N-((1R)-8,9-difluoro-4-hydroxy-6-oxo-1,4,5,6-tetrahydro-2H-pyrano[3,4-c]isoquinolin-1-yl)-N-methyl-4H-thieno[3,2-b]pyrrole-5-carboxamide